C1N(CCC2=CC=CC=C12)[C@H]1[C@@H](CN(CC1)C(=O)C1=CC(=NC(=N1)OC(F)(F)F)NC1CCN(CC1)C(C)=O)O 1-(4-((6-((3R,4R)-4-(3,4-dihydroisoquinolin-2(1H)-yl)-3-hydroxypiperidine-1-carbonyl)-2-(trifluoromethoxy)pyrimidin-4-yl)amino)piperidin-1-yl)ethan-1-one